1-(tert-butoxycarbonyl)-4-methoxypiperidine-4-carboxylic acid C(C)(C)(C)OC(=O)N1CCC(CC1)(C(=O)O)OC